O1C(C(C=C1)=O)C=1OC=CC1 bifuranone